O=S1(CC(=C(C2=CC(=CC=C12)NC1=NC=C(C(=N1)N[C@H](CO)C1=CC=CC=C1)C1=NC(=NO1)C(F)(F)F)O)O)=O (2S)-2-[[2-[(1,1-dioxo-3,4-dihydroxy-2H-thiochromen-6-yl)amino]-5-[3-(trifluoromethyl)-1,2,4-oxadiazol-5-yl]pyrimidin-4-yl]amino]-2-phenyl-ethanol